ClC=1C(=NC=CN1)[C@H](C)N (1S)-1-(3-chloropyrazin-2-yl)ethanamine